N-(3,5-difluoro-4-((7-(2-methoxyethoxy)quinolin-4-yl)oxy)phenyl)-4-methoxypyridine-3-carboxamide FC=1C=C(C=C(C1OC1=CC=NC2=CC(=CC=C12)OCCOC)F)NC(=O)C=1C=NC=CC1OC